C(C)(=O)OC(C(=O)NNC(=O)C1=NC=C(C2=CC(=NC=C12)Cl)C(C)C)(C)C 1-(2-(6-chloro-4-isopropyl-2,7-naphthyridine-1-carbonyl)hydrazineyl)-2-methyl-1-oxopropan-2-yl acetate